C=1(C(=C(C(=CC1)O)O)O)C=CC1=CC=CC=C1 stilbenetrisol